(R)-2-(4,4-difluoroazepan-1-yl)-4-methyl-N-(3-(S-methylsulfonimidoyl)phenyl)-5-(4-(trifluoromethyl)phenyl)nicotinamide FC1(CCN(CCC1)C1=C(C(=O)NC2=CC(=CC=C2)[S@@](=O)(=N)C)C(=C(C=N1)C1=CC=C(C=C1)C(F)(F)F)C)F